3,4-Dichloro-5-methyl-N-(4-(5-oxo-4,5-dihydro-1,3,4-oxadiazol-2-yl)-2-(pyrimidin-2-ylmethoxy)phenyl)-1H-pyrrole ClC1=CN(C(=C1Cl)C)C1=C(C=C(C=C1)C=1OC(NN1)=O)OCC1=NC=CC=N1